F\C(=C\C1=CC=CC=C1)\OC=1C=C(C=CC1)\C(\C)=N\OCC1=C(C=CC=C1)\C(\C(=O)NC)=N/OC (2E)-2-{2-[({[(1E)-1-(3-{[(E)-1-fluoro-2-phenylethenyl]oxy}phenyl)ethylidene]amino}oxy)methyl]phenyl}-2-(methoxyimino)-N-methylethanamide